(R)-4-(2-amino-1-((3,5-dicyano-6-(dimethylamino)-4-ethylpyridin-2-yl)thio)-2-oxoethyl)phenyl methanesulfonate CS(=O)(=O)OC1=CC=C(C=C1)[C@H](C(=O)N)SC1=NC(=C(C(=C1C#N)CC)C#N)N(C)C